4,8-dimethyl-2-(pent-4-en-1-yl)-2-phosphabicyclo[3.3.1]nonan-2-ium bromide [Br-].CC1C[PH+](C2C(CCC1C2)C)CCCC=C